N1=CC(=CC=C1)CC1=NNC=2C1=NC=CC2 (3-pyridylmethyl)pyrazolo[4,3-b]pyridin